(5S)-N-[(3S)-9-fluoro-2-oxo-5-phenyl-1,3-dihydro-1,4-benzodiazepin-3-yl]-2-(2-fluorophenyl)-5-methyl-6,7-dihydro-5H-pyrazolo[5,1-b][1,3]oxazine-3-carboxamide FC1=CC=CC=2C(=N[C@@H](C(NC21)=O)NC(=O)C=2C(=NN1C2O[C@H](CC1)C)C1=C(C=CC=C1)F)C1=CC=CC=C1